CCCCCCCCCCC/C=C/OC(=O)C Tridecenyl acetate